3-fluoro-5-[(3S)-2-[1-[6-(3-methyl-1H-pyrazol-4-yl)pyrimidin-4-yl]piperidine-4-carbonyl]isoxazolidin-3-yl]benzonitrile FC=1C=C(C#N)C=C(C1)[C@H]1N(OCC1)C(=O)C1CCN(CC1)C1=NC=NC(=C1)C=1C(=NNC1)C